2-Phosphonobutan P(=O)(O)(O)C(C)CC